ClC=1C=C2C(=NC(=NC2=C(C1C1=CC(=CC2=CC=CC=C12)O)F)OCC(C)(C)NC(C)=O)N1CC2CCC(C1)N2 N-{1-[(6-chloro-4-{3,8-diazabicyclo[3.2.1]octan-3-yl}-8-fluoro-7-(3-hydroxynaphthalen-1-yl)quinazolin-2-yl)oxy]-2-methylpropan-2-yl}acetamide